(R)-N-(1-cyclopropylethyl)-5-(3-cyclopropylpyrazolo[1,5-a]pyrimidin-5-yl)-7H-pyrrolo[2,3-d]pyrimidin-2-amine C1(CC1)[C@@H](C)NC=1N=CC2=C(N1)NC=C2C2=NC=1N(C=C2)N=CC1C1CC1